(2S,4R)-1-(((9H-fluoren-9-yl)methoxy)carbonyl)-4-(2-(2-aminoethoxy)acetamido)pyrrolidine-2-carboxylic acid C1=CC=CC=2C3=CC=CC=C3C(C12)COC(=O)N1[C@@H](C[C@H](C1)NC(COCCN)=O)C(=O)O